6-chloro-3-hydroxy-8-(m-tolylsulfonyl)quinazoline-2,4(1H,3H)-dione ClC=1C=C2C(N(C(NC2=C(C1)S(=O)(=O)C=1C=C(C=CC1)C)=O)O)=O